[Cl-].[Cl-].[Cl-].[U+3] uranium trichloride